NC1=C(C(=NN1C1=C(C(=CC=C1C)O)C)C1=NC=C(C=C1)C(F)(F)F)C(=O)N 5-amino-1-(3-hydroxy-2,6-dimethylphenyl)-3-(5-(trifluoromethyl)pyridin-2-yl)-1H-pyrazole-4-carboxamide